3,4-dimethylbenzeneacetic acid CC=1C=C(C=CC1C)CC(=O)O